N-(5-(6-(4-(4,4-dimethylpiperidine-1-carbonyl)phenyl)-1-oxo-3,4-dihydroisoquinolin-2(1H)-yl)-2-((2-methoxyethoxy)methoxy)phenyl)methanesulfonamide CC1(CCN(CC1)C(=O)C1=CC=C(C=C1)C=1C=C2CCN(C(C2=CC1)=O)C=1C=CC(=C(C1)NS(=O)(=O)C)OCOCCOC)C